4-(vinyloxy)benzenesulfonamide C(=C)OC1=CC=C(C=C1)S(=O)(=O)N